[O-2].[O-2].[Mn+2].[Cu+2] copper-manganese dioxide